3-(4-methyl-1H-imidazol-1-yl)-5-(trifluoromethyl)benzoic acid CC=1N=CN(C1)C=1C=C(C(=O)O)C=C(C1)C(F)(F)F